rac-N-(3-((1S,2S,3S)-3-(benzyloxy)-2-fluorocyclopentyl)-1-(tert-butyl)-1H-pyrazol-5-yl)-3-(methoxymethyl)-1-methyl-1H-pyrazole-5-carboxamide C(C1=CC=CC=C1)O[C@@H]1[C@H]([C@@H](CC1)C1=NN(C(=C1)NC(=O)C1=CC(=NN1C)COC)C(C)(C)C)F |r|